O=CCO[C@H]1C[C@H](N(C1)C(=O)OC(C)(C)C)C(=O)OC 1-(tert-butyl) 2-methyl (2S,4S)-4-(2-oxoethoxy)pyrrolidine-1,2-dicarboxylate